C(#N)C1CC2(C1)C[C@H](N(CC2)CC2=C1C=CNC1=C(C=C2OC)C)C2=CC=C(C(=O)NCCN1CC(C1)OC)C=C2 4-((2R,4r,6S)-2-cyano-7-((5-methoxy-7-methyl-1H-indol-4-yl)methyl)-7-azaspiro[3.5]nonan-6-yl)-N-(2-(3-methoxyazetidin-1-yl)ethyl)benzamide